O[C@@]1([C@H](CCC1)N1C(C(=CC2=C1N=C(N=C2)NC2(C(CN(CC2([2H])[2H])S(=O)(=O)C)([2H])[2H])[2H])C([2H])(F)F)=O)C (+)-8-((1S,2S)-2-hydroxy-2-methylcyclopentyl)-6-(difluoromethyl-d)-2-((1-(methylsulfonyl)piperidin-4-yl-3,3,4,5,5-d5)-amino)pyrido[2,3-d]pyrimidin-7(8H)-one